COC1=CC=C2NC=C(CCN(C([2H])([2H])[2H])C([2H])([2H])[2H])C2=C1 5-methoxy-N,N-bis(trideuteromethyl)tryptamine